6-(methylamino)-4,5,6,7-tetrahydrobenzothiophene-2-carbonitrile hydrochloride salt Cl.CNC1CC2=C(C=C(S2)C#N)CC1